6-chloro-N-[(1R,2S)-2-fluorocyclopropyl]-8-{[(4-methoxyphenyl)methyl](methyl)amino}imidazo[1,2-b]pyridazine-3-carboxamide ClC=1C=C(C=2N(N1)C(=CN2)C(=O)N[C@H]2[C@H](C2)F)N(C)CC2=CC=C(C=C2)OC